FC1=C(OC2=C3C(=NC=C2)NC=C3C3=CC(=NC=C3)C(=O)N)C(=CC(=C1)NC=1OC[C@@](CN1)(C)CO)F |r| (+/-)-4-[4-(2,6-difluoro-4-{[5-(hydroxymethyl)-5-methyl-5,6-dihydro-4H-1,3-oxazin-2-yl]amino}phenoxy)-1H-pyrrolo[2,3-b]pyridin-3-yl]pyridine-2-carboxamide